C(C)(C)(C)C=1C(=C(C=2NC3=CC=CC=C3C2C1)Br)C(C)(C)C di-tertiary butyl-bromocarbazole